4-(1-(perfluorobenzoyl)-1H-pyrrolo[2,3-c]pyridin-4-yl)benzonitrile FC1=C(C(=O)N2C=CC=3C2=CN=CC3C3=CC=C(C#N)C=C3)C(=C(C(=C1F)F)F)F